COC1=CC=C(C=C1)C1=CC(=NO1)C1=CC=C(C=C1)NC(OC(C)(C)C)=O tert-butyl (4-(5-(4-methoxyphenyl)isoxazol-3-yl)phenyl)carbamate